(S)-methyl 2-((S)-2-amino-3-cyclopropylpropanamido)-3-((R)-5,5-dimethyl-2-oxopyrrolidin-3-yl)propanoate N[C@H](C(=O)N[C@H](C(=O)OC)C[C@H]1C(NC(C1)(C)C)=O)CC1CC1